(S)-3-chloro-N-(1-((1-cyanocyclopropyl)amino)-1-oxo-3-(7-(trifluoromethyl)benzo[d]oxazol-2-yl)propan-2-yl)benzamide ClC=1C=C(C(=O)N[C@H](C(=O)NC2(CC2)C#N)CC=2OC3=C(N2)C=CC=C3C(F)(F)F)C=CC1